diethoxyphosphoryl-n-butylamine C(C)OP(=O)(OCC)NCCCC